C(CCCCCCCCCCCCCCCCC)(=O)NC(CO)C(CCCCCCCCCCCCC)O 2-octadecanoylaminohexadecane-1,3-diol